The molecule is an amino trisaccharide consisting of 2-acetamido-2-deoxy-beta-D-galactopyranose, 2-acetamido-2-deoxy-beta-D-glucopyranose and beta-D-galactopyranose residues joined in sequence by (1->4) and (1->3) glycosidic bonds. It is an amino trisaccharide and a member of acetamides. It derives from a beta-D-GlcpNAc-(1->3)-beta-D-Galp and a beta-D-GalpNAc-(1->4)-beta-D-GlcpNAc. CC(=O)N[C@@H]1[C@H]([C@H]([C@H](O[C@H]1O[C@@H]2[C@H](O[C@H]([C@@H]([C@H]2O)NC(=O)C)O[C@H]3[C@H]([C@H](O[C@H]([C@@H]3O)O)CO)O)CO)CO)O)O